FC=1C(=NC=C(C1)C(F)(F)F)N1C(SC2=C1C=CC(=C2)OC(C(=O)O)C)=O.NCC2=NC=C(N=C2)C 2-aminomethyl-5-methyl-pyrazine (3-(3-fluoro-5-(trifluoromethyl)pyridin-2-yl)-2-oxo-2,3-dihydrobenzothiazol-6-yloxy)propionate